C1=CC=CC=2OC3=CC=CC=C3C3(C12)C1=CC=CC=C1C=1C=CC=CC13.[Cl] chlorine spiro[9H-fluorene-9,9'-[9H]xanthene]